ClC=1C(=NC=CN1)C(=O)NN(CC1=CC=C(C=C1)OC)C(C(C)(C)Cl)=O 3-chloro-N'-(2-chloro-2-methyl-propanoyl)-N'-[(4-methoxyphenyl)methyl]pyrazine-2-carbohydrazide